tert-Butyl ((3S,4S)-8-(5-((8-chloro-2-methyl-1-oxo-1,2-dihydroisoquinolin-7-yl)thio)pyrazine-2-yl)-3-methyl-2-oxa-8-azaspiro[4.5]decan-4-yl)carbamate ClC=1C(=CC=C2C=CN(C(C12)=O)C)SC=1N=CC(=NC1)N1CCC2([C@@H]([C@@H](OC2)C)NC(OC(C)(C)C)=O)CC1